FC=1C=C2C(=CN(C(C2=CC1F)=O)C)[C@H](C)N(C(=O)C=1C=C2C(=CC=CN2C1)F)C (S)-N-(1-(6,7-difluoro-2-methyl-1-oxo-1,2-dihydroisoquinolin-4-yl)ethyl)-8-fluoro-N-methylindolizine-2-carboxamide